6-chloro-7-((4-cyano-2-fluorobenzyl)oxy)-3,4-dihydroisoquinoline-2(1H)-carboxylic acid ClC=1C=C2CCN(CC2=CC1OCC1=C(C=C(C=C1)C#N)F)C(=O)O